ClC1=NC=C(C(=N1)OC=1C=C(N)C=CC1)F 3-(2-chloro-5-fluoropyrimidin-4-yloxy)aniline